4-(4-(tert-butyl)phenyl)-7-nitroimidazo[1,2-a]quinoxaline C(C)(C)(C)C1=CC=C(C=C1)C=1C=2N(C3=CC=C(C=C3N1)[N+](=O)[O-])C=CN2